CC=1C(C2=CC=CC(=C2C(C1O)=O)O)=O 2-methyl-3,5-dihydroxy-1,4-naphthoquinone